CC1=C(C(=CC(=C1)C)C)N1C(N(CC1)C1=C(C=C(C=C1C)C)C)=[Ru-4](=CC1=C(C=CC(=C1)S(=O)(=O)N(C)C)OC(C)C)(Cl)Cl 1,3-bis(2,4,6-trimethylphenyl)-4,5-dihydroimidazol-2-ylidene[2-(isopropoxy)-5-(N,N-dimethylaminosulfonyl)phenyl]Methyleneruthenium (II) dichloride